ethyl 1-(2-methoxybenzyl)piperidine-4-carboxylate COC1=C(CN2CCC(CC2)C(=O)OCC)C=CC=C1